3-(3-(((1R,2R,3S,4R,Z)-3-((4-fluoro-3-(trifluoromethyl)phenyl)carbamoyl)-7-(2,2,2-trifluoroethylidene)bicyclo[2.2.1]heptan-2-yl)carbamoyl)cyclohexyl)benzoic acid FC1=C(C=C(C=C1)NC(=O)[C@@H]1[C@@H]([C@@H]\2CC[C@H]1/C2=C/C(F)(F)F)NC(=O)C2CC(CCC2)C=2C=C(C(=O)O)C=CC2)C(F)(F)F